4-(3-amino-1H-pyrazol-5-yl)benzonitrile NC1=NNC(=C1)C1=CC=C(C#N)C=C1